C(C1=CC=CC=C1)N1C2CC2C(CC1)(O)C=1C=C2C(N(C(C2=CC1)=O)C1C(NC(CC1)=O)=O)=O 5-(2-benzyl-5-hydroxy-2-azabicyclo[4.1.0]heptan-5-yl)-2-(2,6-dioxopiperidin-3-yl)isoindoline-1,3-dione